COC1=CC=C(CN(C2=NC(=NN3C2=NC=C3C(O)C=3C=C(C=CC3)C3=CC=C(C=C3)CN3CCCC3)OCCCC)CC3=CC=C(C=C3)OC)C=C1 (4-(bis(4-methoxybenzyl)amino)-2-butoxyimidazo[2,1-f][1,2,4]triazin-7-yl)(4'-(pyrrolidin-1-ylmethyl)-[1,1'-biphenyl]-3-yl)methanol